C(CC)CCCCCC PropylhexAN